C1=CC=CC=2C3=CC=CC=C3N(C12)C1=C(C(=C(C(=C1N1C2=CC=CC=C2C=2C=CC=CC12)N1C2=CC=CC=C2C=2C=CC=CC12)N1C2=CC=CC=C2C=2C=CC=CC12)C1=NC(=CC=C1)C)C=1OC2=C(N1)C=CC=C2 2-(2,3,4,5-tetra(9H-carbazol-9-yl)-6-(6-methylpyridin-2-yl)phenyl)benzo[d]oxazole